C(CC)N(C([S-])=S)CCC.[Mo+2]=O.C(CC)N(C([S-])=S)CCC molybdenum oxide dipropyldithiocarbamate